CC(C=CN)(C)C dimethylbutenamine